C(#N)C=1C(=NC(=NC1)NC=1C=CC(=C(C(=O)[O-])C1)B1OC(C(O1)(C)C)(C)C)NC(CC)CC 5-((5-cyano-4-(pentan-3-ylamino)pyrimidin-2-yl)amino)-2-(4,4,5,5-tetramethyl-1,3,2-dioxaborolan-2-yl)benzoate